3-methoxy-4,5-ethylenedioxy-amphetamine COC=1C=C(CC(N)C)C=C2C1OCCO2